4-[4-(2,6-dichlorophenyl-sulfonyl)-1-piperazinyl]benzoic acid ClC1=C(C(=CC=C1)Cl)S(=O)(=O)N1CCN(CC1)C1=CC=C(C(=O)O)C=C1